ClC1=NC(=C2C(=N1)N(N=C2)[C@H]2[C@@H]([C@@H]([C@H](O2)COC(CC2=C(C(=O)O)C=CC=C2)(CO)P(=O)(O)O)O)O)NC2CCCC2 (2-(((2R,3S,4R,5R)-5-(6-chloro-4-(cyclopentylamino)-1H-pyrazolo[3,4-d]pyrimidin-1-yl)-3,4-dihydroxytetrahydrofuran-2-yl)methoxy)-3-hydroxy-2-phosphonopropyl)benzoic acid